C(C)N(C=1N=CC(=NC1)C(=O)N)C 5-(ethyl(methyl)amino)pyrazine-2-carboxamide